1',2',3',4'-tetrahydro-[1,1'-biphenyl]-3-sulfonamide C1(=CC(=CC=C1)S(=O)(=O)N)C1CCCC=C1